4-BROMO-5-FLUOROINDOLE-3-CARBOXALDEHYDE BrC1=C2C(=CNC2=CC=C1F)C=O